The molecule is an iminium ion obtained by protonation of the imino group of 2-methyl-1-pyrroline. It is the major microspecies at pH 7.3 (according to Marvin v 6.2.0.). It is a conjugate acid of a 2-methyl-1-pyrroline. CC1=[NH+]CCC1